FC1=C(C(=C(C=C1OC)OC)F)C1=CC2=C(N=C(N=C2)SC)C(=N1)N[C@@H](C)C(C)(C)C (S)-6-(2,6-difluoro-3,5-dimethoxyphenyl)-N-(3,3-dimethylbut-2-yl)-2-(methylthio)pyrido[3,4-d]pyrimidine-8-amine